FC1=CC=C(C=C1)N1C=NC(=C1)C(=O)N 1-(4-fluorophenyl)-1H-imidazole-4-carboxamide